CC1=CC=2NC3=CC=C(C=C3C2C=C1)CO[Si](C(C)C)(C(C)C)C(C)C 2-Methyl-6-triisopropylsiloxymethyl-9H-carbazole